ClC=1C(=NC=C(C1)C(F)(F)F)CCNC(C1=C(C=CC=C1)C(F)(F)F)=O N-{2-[3-chloro-5-(trifluoromethyl)-2-pyridinyl]ethyl}-2-(trifluoromethyl)benzamide